N1N=CC(=C1)C1=CC2=C([C@@H](CO2)N(C(=O)C2=CC=3C4=C(C(=NC3C=C2)N)C=NN4C)C)C=C1 (S)-N-(6-(1H-pyrazol-4-yl)-2,3-dihydrobenzofuran-3-yl)-4-amino-N,1-dimethyl-1H-pyrazolo[4,3-c]quinoline-8-carboxamide